2-(trisilyl-methyl)acrylic acid ethyl ester C(C)OC(C(=C)C([SiH3])([SiH3])[SiH3])=O